Br[C@@H]([C@H](C(=O)OCC)O)C1=C(C(=C(C=C1)F)F)OC ethyl (2S,3R)-3-bromo-3-(3,4-difluoro-2-methoxyphenyl)-2-hydroxypropanoate